2-Methyl-2-[4-[(E)-3-(4-methylsulfanylphenyl)-3-oxoprop-1-enyl]phenoxy]propanoic acid CC(C(=O)O)(C)OC1=CC=C(C=C1)\C=C\C(=O)C1=CC=C(C=C1)SC